ClC1=C(C=CC(=C1)Cl)C=1CCCC2=C(C1C1=CC=C(C=C1)O[C@@H]1CN(CC1)CCCF)C=CC(=C2)NC(=O)C2(CC2)C (S)-N-(8-(2,4-dichlorophenyl)-9-(4-((1-(3-fluoropropyl)pyrrolidin-3-yl)oxy)phenyl)-6,7-dihydro-5H-benzo[7]annulen-3-yl)-1-methylcyclopropane-1-carboxamide